(2Z)-3-amino-2-cyano-3-phenylprop-2-enoic acid ethyl ester C(C)OC(\C(=C(\C1=CC=CC=C1)/N)\C#N)=O